ClC(C1=NC(=NO1)C=1C=CC(=NC1)CP(OCC)(=O)NCC(C)C)(F)F ethyl P-((5-(5-(chlorodifluoromethyl)-1,2,4-oxadiazol-3-yl)pyridin-2-yl)methyl)-N-isobutylphosphonamidate